5'-Chloro-3,3-dimethoxy-1'-(4-methoxybenzyl)spiro[cyclobutane-1,3'-pyrrolo[2,3-b]pyridin] ClC=1C=C2C(=NC1)N(CC21CC(C1)(OC)OC)CC1=CC=C(C=C1)OC